4,4'-diphenyl-2,2'-bipyridine C1(=CC=CC=C1)C1=CC(=NC=C1)C1=NC=CC(=C1)C1=CC=CC=C1